tert-butyl (((1S,6R,7R)-7-(2-fluorophenyl)-3-(3-iodo-1-(tetrahydro-2H-pyran-2-yl)-1H-pyrazolo[3,4-b]pyrazin-6-yl)-3-azabicyclo[4.1.0]heptan-7-yl)methyl)carbamate FC1=C(C=CC=C1)[C@]1([C@@H]2CCN(C[C@H]12)C1=CN=C2C(=N1)N(N=C2I)C2OCCCC2)CNC(OC(C)(C)C)=O